C(C)(C)(C)OC(=O)OC1=C(C(=O)OC(C)(C)C)C(=CC=C1C(=C)C)COCC(F)F tert-butyl 2-((tert-butoxycarbonyl)oxy)-6-((2,2-difluoroethoxy)methyl)-3-(prop-1-en-2-yl)benzoate